tert-butyl ((2S,3S)-1-((4-formylpyridin-3-yl)amino)-3-methyl-1-oxopentan-2-yl)carbamate C(=O)C1=C(C=NC=C1)NC([C@H]([C@H](CC)C)NC(OC(C)(C)C)=O)=O